N2-(6-aminospiro[3.3]heptan-2-yl)-N6-(2-methoxyethyl)naphthalene-2,6-diamine NC1CC2(CC(C2)NC2=CC3=CC=C(C=C3C=C2)NCCOC)C1